CC1COCC(C(O1)=O)C 3,6-Dimethyl-1,4-dioxepan-5-one